N-(2-allyl-vinyl)amide C(C=C)C=C[NH-]